CC1=CC=2N(C=C1NC=1N=CC3=C(N1)N(C=C3C)C3CCOCC3)N=CN2 7-methyl-N-(5-methyl-7-(tetrahydro-2H-pyran-4-yl)-7H-pyrrolo[2,3-d]pyrimidin-2-yl)-[1,2,4]triazolo[1,5-a]pyridin-6-amine